methyl N-(tert-butoxycarbonyl)-β,β,1-trimethyl-L-tryptophanate C(C)(C)(C)OC(=O)N[C@@H](C(C1=CN(C2=CC=CC=C12)C)(C)C)C(=O)OC